4-(1H-indol-1-yl)benzaldehyde N1(C=CC2=CC=CC=C12)C1=CC=C(C=O)C=C1